3-((6-fluoropyridin-2-yl)methyl)-5-methyl-7-((6-methylpyridin-2-yl)oxy)-3,5-dihydro-4H-pyridazino[4,5-b]indol-4-one FC1=CC=CC(=N1)CN1N=CC2=C(N(C=3C=C(C=CC23)OC2=NC(=CC=C2)C)C)C1=O